N-(8-(methylamino)-5-phenylpyrido[3,4-c]pyridazin-3-yl)cyclopropanecarboxamide CNC1=NC=C(C2=C1N=NC(=C2)NC(=O)C2CC2)C2=CC=CC=C2